(S)-8,9-difluoro-2-((((2-methoxypyridin-4-yl)methyl)(1-(6-nitropyridin-3-yl)piperidin-3-yl)amino)methyl)-6,7-dihydro-1H,5H-pyrido[3,2,1-ii]quinolin-1-one FC1=C(C=C2C(C(=CN3C2=C1CCC3)CN([C@@H]3CN(CCC3)C=3C=NC(=CC3)[N+](=O)[O-])CC3=CC(=NC=C3)OC)=O)F